3-((3r,5r,7r)-adamantan-1-yl)-5-methyl-[1,1'-biphenyl] propan-2-yl-1,1,1,3,3,3-d6-(S)-6-diazo-2-((S)-2-methoxypropanamido)-5-oxohexanoate C(C(C([2H])([2H])[2H])OC([C@H](CCC(C=[N+]=[N-])=O)NC([C@H](C)OC)=O)=O)([2H])([2H])[2H].C12(CC3CC(CC(C1)C3)C2)C=2C=C(C=C(C2)C)C2=CC=CC=C2